1-[4-(4-Cyano-but-1-ynyl)-phenyl]-2-(2,4-dichloro-phenyl)-5-methyl-1H-imidazole-4-carboxylic acid morpholin-4-ylamide N1(CCOCC1)NC(=O)C=1N=C(N(C1C)C1=CC=C(C=C1)C#CCCC#N)C1=C(C=C(C=C1)Cl)Cl